Cis-4-(4-(2-(3-(fluoromethyl)azetidin-1-yl)ethoxy)phenyl)-3-(2,4,5-trifluorophenyl)-2,3,4,7-tetrahydrothioPyrano[2,3-e]indazole FCC1CN(C1)CCOC1=CC=C(C=C1)[C@@H]1[C@@H](CSC2=C3C=NNC3=CC=C21)C2=C(C=C(C(=C2)F)F)F